N-(2-(4,4-difluoropiperidin-1-yl)-6-methylpyrimidin-4-yl)-2-(6-fluoro-3-azabicyclo[4.2.0]octan-3-yl)-4-nitrobenzamide FC1(CCN(CC1)C1=NC(=CC(=N1)NC(C1=C(C=C(C=C1)[N+](=O)[O-])N1CC2CCC2(CC1)F)=O)C)F